NC([C@H]([C@@H]1C[C@]2(CC2(F)F)CCC1)NC(=O)C1=CC=NN1CC)=O N-((S)-2-amino-1-((3S,5S)-1,1-difluorospiro[2.5]octan-5-yl)-2-oxoethyl)-1-ethyl-1H-pyrazole-5-carboxamide